methyl 4-[(4-iodophenyl)sulfonyl-methyl-amino]benzoate IC1=CC=C(C=C1)S(=O)(=O)N(C1=CC=C(C(=O)OC)C=C1)C